FC([C@@H](CCCCC1=NC=2NCCCC2C=C1)N([C@H]1CN(CC1)C(C(=O)O)C1=C(C(=CC(=C1)C(C)C)F)OC)C)F 2-((R)-3-(((R)-1,1-difluoro-6-(5,6,7,8-tetrahydro-1,8-naphthyridin-2-yl)hexan-2-yl)(methyl)amino)pyrrolidin-1-yl)-2-(3-fluoro-5-isopropyl-2-methoxyphenyl)acetic acid